C1=CC2=C(C=C1SC#N)C3=C(N2)C=CC(=C3)SC#N Thiocyanic acid carbazol-3,6-diyl ester